(4-(3-((2-aminopyridin-4-yl)ethynyl)imidazo[1,2-b]pyridazin-6-yl)-3-fluorophenyl)(morpholino)methanone formate salt C(=O)O.NC1=NC=CC(=C1)C#CC1=CN=C2N1N=C(C=C2)C2=C(C=C(C=C2)C(=O)N2CCOCC2)F